tert-butyl 6-fluoro-3'-((6-((4-fluoro-3-(trifluoromethyl)phenyl)carbamoyl)-3-methylbenzo[d]isoxazol-5-yl)carbamoyl)-4'-methoxy-[1,1'-biphenyl]-3-carboxylate FC1=CC=C(C=C1C1=CC(=C(C=C1)OC)C(NC=1C(=CC2=C(C(=NO2)C)C1)C(NC1=CC(=C(C=C1)F)C(F)(F)F)=O)=O)C(=O)OC(C)(C)C